ClC1=CC=C2CCO[C@@H](C2=C1)[C@H]1NCCC1 (S)-2-((S)-7-chloroisochroman-1-yl)pyrrolidine